FC=1C=C2[C@H]3CCCN3C=3C=CN4N=CC(C(NCC(CN(C1)C2=O)(C)C)=O)=C4N3 (6R)-9-fluoro-13,13-dimethyl-2,11,15,19,20,23-hexaazapentacyclo[15.5.2.17,11.02,6.020,24]pentacosa-1(23),7,9,17(24),18,21-hexaene-16,25-dione